CCCCCCCCCCCCCCCCCCCC(=O)OC[C@H](COP(=O)([O-])OCC[N+](C)(C)C)OC(=O)CCCCCCCCC/C=C\C/C=C\C/C=C\CC 1-eicosanoyl-2-(11Z,14Z,17Z-eicosatrienoyl)-sn-glycero-3-phosphocholine